(4r,6r)-6-methoxy-1-methyl-2-azaspiro[3.3]heptane-2-thiocarboxylic acid-O-tert-butyl ester C(C)(C)(C)OC(=S)N1C(C2(C1)CC(C2)OC)C